2,2'-bis(2,4,6-tribromophenyl)-4,4',5,5'-tetraphenyl-1,2'-Biimidazole BrC1=C(C(=CC(=C1)Br)Br)C=1N(C(=C(N1)C1=CC=CC=C1)C1=CC=CC=C1)C1(N=C(C(=N1)C1=CC=CC=C1)C1=CC=CC=C1)C1=C(C=C(C=C1Br)Br)Br